C(C=CCC#N)#N pentenedinitrile